OC1=CC=C2C(=CC(OC2=C1)=O)C 7-Hydroxy-4-methyl-coumarin